C(C)(C)(C)OC(=O)N1CC(C[C@@H](C1)N)(F)F (5S)-5-amino-3,3-difluoropiperidine-1-carboxylic acid tert-butyl ester